5-(PIPERIDIN-3-YL)PICOLINALDEHYDE N1CC(CCC1)C=1C=CC(=NC1)C=O